C(\C=C\C(=O)OC)(=O)OCC(NCC(=O)OC(C)(C)C)=O (N-{[(tert-butyl)oxycarbonyl]methyl}carbamoyl)methyl methyl (2E)-but-2-ene-1,4-dioate